C(C#CC)OC=1C=C2C[C@@H](C(=CC2=CC1)CN1CC(C1)(C(=O)O)F)C 1-[((3S)-6-but-2-ynyloxy-3-methyl-3,4-dihydronaphthalen-2-yl)methyl]-3-fluoroazetidine-3-carboxylic acid